C(C)(C)[C@H]1CC[C@H](CC1)OC[C@@H]1N(CCC[C@@H]1C1=NNC=C1)C(=O)C1C(C1)C ((CIS)-2-((((CIS)-4-isopropylcyclohexyl)oxy)methyl)-3-(1H-pyrazol-3-yl)piperidin-1-yl)(2-methylcyclopropyl)methanone